7-(4-aminophenyl)-8-(4-methoxyphenyl)-6-methylpyrrolo[1,2-a]pyrazin-1-amine NC1=CC=C(C=C1)C=1C(=C2N(C=CN=C2N)C1C)C1=CC=C(C=C1)OC